N-(3-chloro-1H-indol-7-yl)-1-[5-(trifluoromethyl)-2-pyridyl]pyrazole-4-sulfonamide ClC1=CNC2=C(C=CC=C12)NS(=O)(=O)C=1C=NN(C1)C1=NC=C(C=C1)C(F)(F)F